FC1(CN(CC[C@@H]1NC1=NC=CC(=C1)C(=O)N1C[C@H]([C@@]2(CC1)NCC1=CC=CC=C1C2)O)C(C)=O)F |o1:6| 1-((S or R)-3,3-difluoro-4-((4-((3R,3'R)-3'-hydroxy-1,4-dihydro-2H-spiro[isoquinoline-3,4'-piperidine]-1'-carbonyl)pyridin-2-yl)amino)piperidin-1-yl)ethan-1-one